4-[6-[1-[2-(aminomethyl)-3,3-difluoro-allyl]-5-oxo-1,2,4-triazol-4-yl]-5-methyl-3-pyridinyl]-N,N-dimethyl-benzenesulfonamide NCC(CN1N=CN(C1=O)C1=C(C=C(C=N1)C1=CC=C(C=C1)S(=O)(=O)N(C)C)C)=C(F)F